COC(=O)C1CC2=C(NC3=CC=CC=C23)CN1C(CCl)=O 2-(2-chloroacetyl)-2,3,4,9-tetrahydro-1H-pyrido[3,4-b]indole-3-carboxylic acid methyl ester